tert-butyl {10,10-bis[({[(tert-butoxycarbonyl)amino]acetyl}amino)methyl]-2,2-dimethyl-4,7,13-trioxo-3-oxa-5,8,12-triazatetradecan-14-yl}carbamate C(C)(C)(C)OC(=O)NCC(=O)NCC(CNC(CNC(OC(C)(C)C)=O)=O)(CNC(CNC(OC(C)(C)C)=O)=O)CNC(CNC(=O)OC(C)(C)C)=O